(2R)-2-[4-(4-chlorophenoxy)-2-(trifluoromethyl)phenyl]-1-(1H-1,2,4-triazol-1-yl)-propan-2-ol ClC1=CC=C(OC2=CC(=C(C=C2)[C@@](CN2N=CN=C2)(C)O)C(F)(F)F)C=C1